FC1(CCC(CC1)NC(C(C1=CN=CS1)N(C(=O)[C@@H]1NC[C@@H](C1)OC)C1=CC=C(C=C1)S(F)(F)(F)(F)F)=O)F (2R,4R)-N-[2-[(4,4-difluorocyclohexyl)amino]-2-oxo-1-thiazol-5-yl-ethyl]-4-methoxy-N-[4-(pentafluoro-λ6-sulfanyl)phenyl]pyrrolidine-2-carboxamide